Ethyl 5-(3-ethoxy-3-oxopropanamido)-4-isopropyl-1H-pyrazole-3-carboxylate C(C)OC(CC(=O)NC1=C(C(=NN1)C(=O)OCC)C(C)C)=O